FC1=C(C=CC=C1C[C@@H]1N(C[C@@H]([C@@H]1NS(=O)(=O)C)F)C(=O)N(C)C)C1=CC(=CC=C1)F (2S,3R,4S)-2-[(2,3'-difluoro[1,1'-biphenyl]-3-yl)methyl]-4-fluoro-3-[(methane-sulfonyl)amino]-N,N-dimethylpyrrolidine-1-carboxamide